methyl-d3-triphenylphosphine iodide [I-].C([2H])([2H])([2H])C1=C(C=CC=C1)P(C1=CC=CC=C1)C1=CC=CC=C1